C(C)OC(C(C1=C2N(C=N1)C[C@@H](C2)F)N2N=C1C(=C(C=C(C1=C2)Cl)C2=CC=C(C=C2)C=O)Cl)=O 2-(4,7-dichloro-6-(4-formylphenyl)-2H-indazol-2-yl)-2-((R)-6-fluoro-6,7-dihydro-5H-pyrrolo[1,2-c]imidazol-1-yl)acetic acid ethyl ester